1-methyl-N-((2-methyl-2,3-dihydro-1H-inden-2-yl)methyl)-5-oxo-4,5-dihydro-1H-1,2,4-triazole-3-carboxamide CN1N=C(NC1=O)C(=O)NCC1(CC2=CC=CC=C2C1)C